(R)-N-(2-cyanobenzyl)-N-(2-oxo-2-((2'-oxo-1,1',2',3-tetrahydrospiro[indene-2,3'-pyrrolo[2,3-b]pyridin]-5-yl)amino)ethyl)pivalamide C(#N)C1=C(CN(C(C(C)(C)C)=O)CC(NC=2C=C3C[C@]4(C(NC5=NC=CC=C54)=O)CC3=CC2)=O)C=CC=C1